2',2'''-([2,2'-bipyridine]-6,6'-diyl)bis(3,5-dimethyl-[1,1'-biphenyl]-2-ol) N1=C(C=CC=C1C1=C(C=CC=C1)C=1C(=C(C=C(C1)C)C)O)C1=NC(=CC=C1)C1=C(C=CC=C1)C=1C(=C(C=C(C1)C)C)O